((7-(5-(chlorodifluoromethyl)-1,2,4-oxadiazol-3-yl)-2-methylimidazo[1,2-a]pyridin-3-yl)imino)(methyl)(phenyl)-λ6-sulfanone ClC(C1=NC(=NO1)C1=CC=2N(C=C1)C(=C(N2)C)N=S(=O)(C2=CC=CC=C2)C)(F)F